3,3-difluorocyclopentanamine hydrochloride Cl.FC1(CC(CC1)N)F